4-(2-(tert-Butoxycarbonyl)aminoethyl)benzoic acid methyl ester COC(C1=CC=C(C=C1)CCNC(=O)OC(C)(C)C)=O